((1R)-1-(3-(cyclohexylamino)-2-methyl-3-oxopropionamido)-2-(p-tolyl)ethyl)boric acid C1(CCCCC1)NC(C(C(=O)N[C@@H](CC1=CC=C(C=C1)C)OB(O)O)C)=O